3-(5-((4-(4'-chloro-[1,1'-biphenyl]-2-carbonyl)piperazin-1-yl)methyl)-1-oxoisoindoline-2-yl)piperidine-2,6-dione ClC1=CC=C(C=C1)C=1C(=CC=CC1)C(=O)N1CCN(CC1)CC=1C=C2CN(C(C2=CC1)=O)C1C(NC(CC1)=O)=O